sodium 3-((N-tert-butoxycarbonyl-18O-L-valyl) amino)-1-propanesulfonate C(C)(C)(C)OC(=[18O])N[C@@H](C(C)C)C(=O)NCCCS(=O)(=O)[O-].[Na+]